dibenzooxyphosphorus C(C1=CC=CC=C1)O[P]OCC1=CC=CC=C1